[Cr](=O)(=O)(O)O.C(CCCCCCCCCC)[Si](O[Si](C)(C)C)(O[Si](C)(C)C)C undecylmethylbis(trimethylsiloxy)silane chromate